N-(1-methylpiperidin-4-yl)-6-[8-(prop-2-enamido)-7-(trifluoromethoxy)naphthalen-2-yl]pyridine-2-carboxamide CN1CCC(CC1)NC(=O)C1=NC(=CC=C1)C1=CC2=C(C(=CC=C2C=C1)OC(F)(F)F)NC(C=C)=O